(S)-2-(4-bromo-3-methylthiophene-2-carboxamido)-N1-(1-(2-(2-adamantylamino)-2-oxoethyl)-2-oxo-1,2-dihydropyridin-3-yl)-N6-methyl-5-oxohexanediamide BrC=1C(=C(SC1)C(=O)N[C@H](C(=O)NC=1C(N(C=CC1)CC(=O)NC1C2CC3CC(CC1C3)C2)=O)CCC(C(=O)NC)=O)C